(3-bromophenyl-ethyl)-4-methylbenzenesulfonamide BrC=1C=C(C=CC1)CCC1=C(C=CC(=C1)C)S(=O)(=O)N